FC1=CC2=C(N3C(OC4=C2C=2C=CC=CC2C=C4)C(C(N3)=O)(C)C)C=C1 14-Fluoro-8,8-dimethyl-7a,8-dihydrobenzo[d]naphtho[1,2-f]pyrazolo[5,1-b][1,3]oxazepin-9(10H)-one